3-(2-(methoxymethoxy)phenyl)-5-methyl-7-((2-(trimethylsilyl)ethoxy)methyl)-7H-pyrrolo[2,3-c]pyridazine-6-carbaldehyde COCOC1=C(C=CC=C1)C1=CC2=C(N=N1)N(C(=C2C)C=O)COCC[Si](C)(C)C